C1(=CC=C(C=C1)C1=C(C=CC=2C3=CC=CC=C3C(C12)(C)C)NC1=CC=C(C=C1)C=1C=CC=2N(C3=CC=CC=C3C2C1)C1=CC=CC=C1)C1=CC=CC=C1 (1,1'-biphenyl-4-yl)-N-[4-(9-phenyl-9H-carbazol-3-yl)phenyl]-9,9-dimethyl-9H-fluorene-2-amine